(4R,5S,6R)-4,5,6-tris(p-methoxybenzyloxy)-3-((p-methoxybenzyloxy)methyl)cyclohex-2-en-1-one Pyrrole-2(1H)-carboxylate N1C(=CC=C1)C(=O)O.COC1=CC=C(CO[C@@H]2C(=CC([C@@H]([C@H]2OCC2=CC=C(C=C2)OC)OCC2=CC=C(C=C2)OC)=O)COCC2=CC=C(C=C2)OC)C=C1